ClC=1C=C2[C@H]([C@@H](C(OC2=CC1)(C)C)O)NC(=O)C1C(C1)[C@@H](CCOC)N1C(NC(CC1=O)(CC)CC)=N N-[(3S,4R)-6-chloro-3-hydroxy-2,2-dimethyl-chroman-4-yl]-2-[(1R)-1-(4,4-diethyl-2-imino-6-oxo-hexahydropyrimidin-1-yl)-3-methoxy-propyl]cyclopropanecarboxamide